N(=O)OS(ON=O)(=O)=O dinitrososulfuric acid